(5-bromo-3-(methoxycarbonyl)-2-methylphenyl (methyl) amino) piperidine-1-carboxylate N1(CCCCC1)C(=O)ON(C)C1=C(C(=CC(=C1)Br)C(=O)OC)C